CC1=C(OCC(=O)OC)C=CC(=C1)SCC=1SC(=NN1)C1=CC=C(C=C1)OC(F)(F)F methyl 2-(2-methyl-4-(((5-(4-(trifluoromethoxy)phenyl)-1,3,4-thiadiazol-2-yl)methyl)thio)phenoxy)acetate